N,N-dinaphthyl-p-phenylenediamine C1(=CC=CC2=CC=CC=C12)N(C1=CC=C(C=C1)N)C1=CC=CC2=CC=CC=C12